2',4'-dimethylacetoacetanilide CC1=C(NC(CC(=O)C)=O)C=CC(=C1)C